1-(4-(3-chloro-7-((dimethylamino)methyl)-2-(2-fluorophenyl)-8-(2-(2-propanyl)phenyl)-1,6-naphthyridin-5-yl)-1-piperazinyl)-2-propen-1-one ClC=1C(=NC2=C(C(=NC(=C2C1)N1CCN(CC1)C(C=C)=O)CN(C)C)C1=C(C=CC=C1)C(C)C)C1=C(C=CC=C1)F